FC1=NC=CC=C1NC=1C=NC=2CCN(CC2C1)C1=C(C=C(C=N1)C#N)C 6-[3-[(2-fluoro-3-pyridyl)amino]-7,8-dihydro-5H-1,6-naphthyridin-6-yl]-5-methyl-pyridine-3-carbonitrile